4-chloro-5-(2-chloro-4-fluorophenoxy)pyrimidine ClC1=NC=NC=C1OC1=C(C=C(C=C1)F)Cl